C(C)OC(CCSC=1C=C2C=NNC2=CC1)=O 3-((1H-indazol-5-yl)thio)propanoic acid ethyl ester